(1-Amino-8-fluoroisoquinolin-7-yl)boronic acid NC1=NC=CC2=CC=C(C(=C12)F)B(O)O